2-{4-[2-(dimethylamino)ethoxy]pyridin-2-yl}-5H,6H,7H-cyclopenta[d]pyrimidin-4-yl trifluoromethanesulfonate FC(S(=O)(=O)OC=1C2=C(N=C(N1)C1=NC=CC(=C1)OCCN(C)C)CCC2)(F)F